CC#CCCCCCCC#CC The molecule is an alkadiyne that isdodecane which has been which has been formally dehydrogenated to introduce triple bonds at the 2-3 and 10-11 positions.